3,3,5-trimethylpiperazine CC1(CNCC(N1)C)C